2-[[3-(azetidin-3-yl)-1-bicyclo[1.1.1]pentanyl]oxy]-5-(trifluoromethyl)pyridine N1CC(C1)C12CC(C1)(C2)OC2=NC=C(C=C2)C(F)(F)F